N1(C(CSCC1)=O)C[C@@H](CC=1N=C(NC1[N+](=O)[O-])C)O (R)-[3-(3-thiomorpholinonyl)-2-hydroxypropyl]-2-methyl-5-nitroimidazole